C(#N)C1=C(C=NC=C1)OCCN(C(OC(C)(C)C)=O)C tert-butyl {2-[(4-cyanopyridin-3-yl)oxy]ethyl}methylcarbamate